6-(2-hydroxy-2-methylpropoxy)-4-(6-(6-(pyrrolidine-1-carbonyl)-3,6-diazabicyclo[3.1.1]heptan-3-yl)pyridin-3-yl)pyrazolo[1,5-a]pyridine-3-carbonitrile OC(COC=1C=C(C=2N(C1)N=CC2C#N)C=2C=NC(=CC2)N2CC1N(C(C2)C1)C(=O)N1CCCC1)(C)C